C(CCC)C1=C(C=CC=C1)NC([S-])=S.[Mo+4].C(CCC)C1=C(C=CC=C1)NC([S-])=S.C(CCC)C1=C(C=CC=C1)NC([S-])=S.C(CCC)C1=C(C=CC=C1)NC([S-])=S molybdenum (butylphenyl)dithiocarbamate